C(C)(C)(C)OC(CC[C@@](C)(C#N)C1=CC=C(C=C1)C1C(CN(CC1)C(=O)OC(C)(C)C)(F)F)=O tert-butyl 4-(4-((R)-5-(tert-butoxy)-2-cyano-5-oxopentan-2-yl)phenyl)-3,3-difluoropiperidine-1-carboxylate